C(CCC)N(C(=O)NCCC1=CC=CC=C1)CCCC 1,1-Dibutyl-3-phenethylurea